C1(=CC=CC=C1)CCNN (±)-2-phenylethylhydrazine